(R)-1-(3-((3'-(3-(((S)-2-hydroxy-2-phenylethyl)amino)propoxy)-2,2'-dimethyl-[1,1'-biphenyl]-3-yl)oxy)propyl)pyrrolidin-3-ol O[C@H](CNCCCOC=1C(=C(C=CC1)C1=C(C(=CC=C1)OCCCN1C[C@@H](CC1)O)C)C)C1=CC=CC=C1